ONC(CCCCCCNC(=O)N1CC2=C(N(C=3C=CC=CC23)C2=C(C=CC=C2)F)CC1)=O N-(7-(hydroxyamino)-7-oxoheptyl)-5-(2-fluorophenyl)-1,3,4,5-tetrahydro-2H-pyrido[4,3-b]indole-2-carboxamide